ClC1=CC(=NC2=C(N=CC=C12)C1=NNC=C1)N1[C@@H](COCC1)C (R)-4-(4-chloro-8-(1H-pyrazol-3-yl)-1,7-naphthyridin-2-yl)-3-methylmorpholine